ClC1=C(N=C2N1CCC2=O)I 3-chloro-2-iodo-5,6-dihydropyrrolo[1,2-a]imidazol-7-one